silanol-panthenol OCCCNC([C@H](O)C(C)(C)CO)=O.[SiH3]O